C1(CC1)N1CC2(C1)CC(C2)OC=2C=CC(=NC2)C2=NSC(=N2)NC2=NC=CC=C2C 3-(5-(2-cyclopropyl-2-azaspiro[3.3]heptan-6-yloxy)pyridin-2-yl)-N-(3-methylpyridin-2-yl)-1,2,4-thiadiazol-5-amine